C[C@H]1O[C@H](CNC1)C=1C=CC(NC1)=O 5-((2S,6R)-6-methylmorpholin-2-yl)pyridin-2(1H)-one